C1=CC=CC=2C(C3=CC=CC=C3C(C12)=O)=O anthraquinone